4-(Cyclopropoxy)pyrimidine-5-carboxylic acid ethyl ester C(C)OC(=O)C=1C(=NC=NC1)OC1CC1